CN1C(C2=C(C=C1)C(=CN2)C2=CC=C(C=C2)CN2CC1(C2)CCOCC1)=O 6-Methyl-3-(4-(7-oxa-2-azaspiro[3.5]non-2-ylmethyl)phenyl)-1H-pyrrolo[2,3-c]pyridin-7(6H)-one